tert-butyl 2-(2-(2-fluoropyridin-4-yl)-6-isopropyl-4-(methoxymethyl)phenyl)-acetate FC1=NC=CC(=C1)C1=C(C(=CC(=C1)COC)C(C)C)CC(=O)OC(C)(C)C